FC1=C(OC2=C(N=NN2)C(=O)O)C=CC(=C1OC)C#CC1CCN(CC1)C 5-(2-fluoro-3-methoxy-4-((1-methylpiperidin-4-yl)ethynyl)phenoxy)-1H-1,2,3-triazole-4-carboxylic acid